(R)-5-(2-(4-((3,3-difluorocyclobutyl)methyl)-2-methylpiperazin-1-yl)-6-ethyl-8-fluoro-4-methylquinolin-3-yl)-3-methyl-1,2,4-oxadiazole FC1(CC(C1)CN1C[C@H](N(CC1)C1=NC2=C(C=C(C=C2C(=C1C1=NC(=NO1)C)C)CC)F)C)F